3-(5-(4-fluoropiperidin-4-yl)-1-oxoisoindolin-2-yl)piperidine-2,6-dione FC1(CCNCC1)C=1C=C2CN(C(C2=CC1)=O)C1C(NC(CC1)=O)=O